7-amino-8-(2-chloro-3-hydroxyphenyl)-8H-pyrrolo[3,2-e][1,2,4]triazolo[1,5-a]pyridine-6-carboxamide NC1=C(C=2C=CC=3N(C2N1C1=C(C(=CC=C1)O)Cl)N=CN3)C(=O)N